(4-(4-methylpiperazin-1-yl)phenyl)carboxamide CN1CCN(CC1)C1=CC=C(C=C1)C(=O)N